1,3-bis(diphenylphosphinomethyl)propane C1(=CC=CC=C1)P(C1=CC=CC=C1)CCCCCP(C1=CC=CC=C1)C1=CC=CC=C1